FC1=C(C=CC=C1F)C1=C2C=CN(C(C2=CN=C1)=O)CC=1N=C2N(C=C(C=C2)C)C1 5-(2,3-difluorophenyl)-2-((6-methylimidazo[1,2-a]pyridin-2-yl)methyl)-2,7-naphthyridin-1(2H)-one